6-[2-(2-aminothiazol-4-yl)phenyl]hex-5-yn-1-ol NC=1SC=C(N1)C1=C(C=CC=C1)C#CCCCCO